2,7-diazaspiro[3.5]nonane-2-carboxylic acid tert-butyl ester C(C)(C)(C)OC(=O)N1CC2(C1)CCNCC2